N'-(4-(2-methoxyethoxy)benzylidene)-4-methylbenzenesulfonylhydrazine COCCOC1=CC=C(C=NNS(=O)(=O)C2=CC=C(C=C2)C)C=C1